OC1=C(CN2CCN(CCNCCN(CC2)CC(=O)O)CC(=O)O)C=CC=C1 2,2'-(4-(2-hydroxybenzyl)-1,4,7,10-tetraazacyclododecane-1,7-diyl)diacetic acid